7-{4-[4-(4-{4-[4-(2,4-Dioxo-1,3-diazinan-1-yl)-1H-indol-1-yl]piperidin-1-yl}butoxy)phenyl]piperidin-1-yl}-4-methyl-1H-indole-3-carbonitrile O=C1N(CCC(N1)=O)C1=C2C=CN(C2=CC=C1)C1CCN(CC1)CCCCOC1=CC=C(C=C1)C1CCN(CC1)C=1C=CC(=C2C(=CNC12)C#N)C